oxa[4,7,12]triazacyclopentadecine-5,8,13(2H)-trione O1CC=NC(C=NC(C=CC=NC(C=C1)=O)=O)=O